1,2-dioleyloxy-3-(N-methylpiperazino)propane chloride salt [Cl-].C(CCCCCCC\C=C/CCCCCCCC)OCC(CN1CCN(CC1)C)OCCCCCCCC\C=C/CCCCCCCC